C(#N)C1=C(C=C(C=C1)NC([C@@](CN1C=CC2=CC(=CC=C12)C)(C)O)=O)C(F)(F)F (S)-N-(4-cyano-3-(trifluoromethyl)phenyl)-2-hydroxy-2-methyl-3-(5-methyl-1H-indol-1-yl)propionamide